OC(C(=O)O)C(C)C alpha-hydroxyisovaleric acid